C(C)N(C1=C(C(=NC=N1)NC[C@@H]1[C@H](CN(CC1)CC(=O)N)O)F)CC1=CC=C(C=C1)I ((3R,4R)-4-(((6-(ethyl(4-iodobenzyl)amino)-5-fluoropyrimidin-4-yl)amino)methyl)-3-hydroxypiperidin-1-yl)acetamide